C([O-])([O-])=O.C(CCCC)[NH3+].C(CCCC)[NH3+] amylammonium carbonate